3-(3-hydroxy-5-(2-(hydroxymethyl)-4-(pyrrolidin-1-ylsulfonyl)phenyl)picolinamido)-2,2-dimethylpropanoic acid OC=1C(=NC=C(C1)C1=C(C=C(C=C1)S(=O)(=O)N1CCCC1)CO)C(=O)NCC(C(=O)O)(C)C